ClC1=C(C=C(CC2=NC=CC(=C2)N2N=CC=3C(NCCC32)=O)C=C1F)F 1-(2-(4-chloro-3,5-difluorobenzyl)pyridin-4-yl)-1,5,6,7-tetrahydro-4H-pyrazolo[4,3-c]pyridin-4-one